C(C1=CC=CC=C1)OC(C1(CCN(CC1)CC1=CC2=C(NC(OC2)=O)C=C1)CCC1=CC=CC=C1)C1=CC=CC=C1 6-((4-((benzyloxy)(phenyl)methyl)-4-phenethylpiperidin-1-yl)methyl)-1H-benzo[d][1,3]oxazin-2(4H)-one